2-[3-(5-methyl-1,3,4-thiadiazol-2-yl)-2-oxo-benzimidazol-1-yl]acetonitrile CC1=NN=C(S1)N1C(N(C2=C1C=CC=C2)CC#N)=O